1,4-bis-(hex-5-en-1-oxy)azobenzene C(CCCC=C)OC1(CC=C(C=C1)OCCCCC=C)N=NC1=CC=CC=C1